C(C)OCC=1C=C2C(=C(NC2=C(C1)[N+](=O)[O-])C1=CC=CC=C1)/C=C/C(=O)OC Methyl (E)-3-(5-(ethoxymethyl)-7-nitro-2-phenyl-1H-indol-3-yl)-acrylate